2-(4-isopropylbenzyl)-2H-indazole-6-carboxylic acid hydroxyamide ONC(=O)C=1C=CC2=CN(N=C2C1)CC1=CC=C(C=C1)C(C)C